(S)-2-amino-4-(((R)-2-methoxypropyl)(4-(5,6,7,8-tetrahydro-1,8-naphthyridin-2-yl)butyl)amino)butanoic acid acetate C(C)(=O)O.N[C@H](C(=O)O)CCN(CCCCC1=NC=2NCCCC2C=C1)C[C@@H](C)OC